N1N=CC(=C1)C=1C=C2C=C(N=CC2=CC1)NC(=O)C1CCN(CC1)C N-(6-(1H-pyrazol-4-yl)isoquinolin-3-yl)-1-methylpiperidine-4-carboxamide